ClC1=C(C=CC(=C1)Cl)C(C(C)NC(=O)C=1C(=NN(C1)C)C(F)F)OC N-[2-(2,4-dichlorophenyl)-2-methoxy-1-methylethyl]-3-(difluoromethyl)-1-methylpyrazole-4-carboxamide